7-[[5-(4-methylpiperazin-1-yl)-2-pyridyl]amino]-4-([1,2,4]triazolo[4,3-a]pyridin-3-yl)isoindolin-1-one CN1CCN(CC1)C=1C=CC(=NC1)NC=1C=CC(=C2CNC(C12)=O)C1=NN=C2N1C=CC=C2